6-(4-(difluoromethoxy)phenylsulfonimidoyl)-2-((6-methoxypyridin-3-yl)methyl)phthalazin-1(2H)-one FC(OC1=CC=C(C=C1)S(=O)(=N)C=1C=C2C=NN(C(C2=CC1)=O)CC=1C=NC(=CC1)OC)F